C(=O)(C=1NC=CN1)C=1NC=CN1 2,2'-carbonylbis-1H-imidazole